ClC1=CC(=C(OCC2=NC=C(C=C2)C2=NN=NN2)C=C1)F ((4-chloro-2-fluorophenoxy)methyl)-5-(1H-tetrazol-5-yl)pyridine